OC(C)NC1=CC=CC=C1 1-hydroxyethylaniline